2-Isopropylstyrene C(C)(C)C1=C(C=C)C=CC=C1